FC1=C(C=C(CN2CC3(COC3)C2)C=C1)B1OC(C(O1)(C)C)(C)C 6-(4-Fluoro-3-(4,4,5,5-tetramethyl-1,3,2-dioxaborolan-2-yl)benzyl)-2-oxa-6-azaspiro[3.3]heptane